2-(2-((3,4-dimethoxybenzylidene)hydrazineylidene)-4-oxothiazolidine-5-yl)acetyl chloride COC=1C=C(C=NN=C2SC(C(N2)=O)CC(=O)Cl)C=CC1OC